NC1=CC=C2C(=CNC2=C1)CCNC(C)=O N-[2-(6-amino-1H-indol-3-yl)ethyl]acetamide